6-((2,6-dimethylpyrimidin-4-yl)amino)-1-(3-methoxy-4-(methylamino)phenyl)-1,2-dihydro-3H-pyrazolo[4,3-c]pyridin-3-one CC1=NC(=CC(=N1)NC1=CC2=C(C=N1)C(NN2C2=CC(=C(C=C2)NC)OC)=O)C